(S)-3-(2-cyano-4,4-difluoropyrrolidin-1-yl)-N-(naphthalen-2-yl)-3-oxopropanamide C(#N)[C@H]1N(CC(C1)(F)F)C(CC(=O)NC1=CC2=CC=CC=C2C=C1)=O